COC1=CC(=NC=C1[Sn](C)(C)C)C=O (4-methoxy-5-trimethylstannyl-pyridin-2-yl)-methanone